NC1=NC=NN2C1=C(C=C2C2CN(CC2)C(C#CC)=O)C#CC2=CC(=NC(=C2)OC)OC 1-(3-(4-amino-5-((2,6-dimethoxypyridin-4-yl)ethynyl)pyrrolo[2,1-f][1,2,4]triazin-7-yl)pyrrolidin-1-yl)but-2-yn-1-one